N-methyl-2-oxazol-2-ylsulfanylacetamide CNC(CSC=1OC=CN1)=O